NC=1SC2=C(N1)C=CC(=C2)C=2C=NC=1CCN(C(C1C2)=O)CC2=C(C=CC(=C2)OC(F)(F)F)F 3-(2-aminobenzo[d]thiazol-6-yl)-6-(2-fluoro-5-(trifluoromethoxy)benzyl)-7,8-dihydro-1,6-naphthyridin-5(6H)-one